COC(=O)C1=NC(=NC(=C1Cl)N)Cl 6-amino-2,5-dichloropyrimidine-4-carboxylic acid methyl ester